3-(4-(aminomethyl)-4-methylpiperidin-1-yl)-6-((2-(trifluoromethyl)phenyl)thio)pyrazin-2(1H)-one NCC1(CCN(CC1)C=1C(NC(=CN1)SC1=C(C=CC=C1)C(F)(F)F)=O)C